tert-butyl N-[2-chloro-3-[(5-methyl-1,3,4-oxadiazol-2-yl) carbamoyl]-6-(trifluoromethyl) phenyl]-N-methoxy-carbamate ClC1=C(C(=CC=C1C(NC=1OC(=NN1)C)=O)C(F)(F)F)N(C(OC(C)(C)C)=O)OC